5-hydroxy-2,2-dimethyl-2H-chromene-6-carbaldehyde OC1=C2C=CC(OC2=CC=C1C=O)(C)C